ClC1=C(C=C(C=C1)F)[C@H]([C@@H](C)C=1N(C(C(=C(N1)C(=O)NC=1C=NOC1)O)=O)C)C=1C(=NN(C1C)C)C 2-((1r,2r)-1-(2-chloro-5-fluorophenyl)-1-(1,3,5-trimethyl-1H-pyrazol-4-yl)propan-2-yl)-5-hydroxy-N-(isoxazol-4-yl)-1-methyl-6-oxo-1,6-dihydropyrimidine-4-carboxamide